3-(5-{[(3S)-2-oxoazepan-3-yl]amino}[1,2,4]triazolo[1,5-c]quinazolin-2-yl)benzonitrile O=C1NCCCC[C@@H]1NC1=NC=2C=CC=CC2C=2N1N=C(N2)C=2C=C(C#N)C=CC2